NC1=NC(=CC(=N1)C1=NN(C=C1CC1=C(OCC=O)C=CC=C1)C)Cl 2-[2-[[3-(2-amino-6-chloro-pyrimidin-4-yl)-1-methyl-pyrazol-4-yl]methyl]phenoxy]acetaldehyde